7-(chloromethyl)isochroman ClCC1=CC=C2CCOCC2=C1